(R)-4-((3-(3-cyano-1-(tetrahydrofuran-3-yl)-1H-pyrazol-4-yl)-2-methoxyphenyl)amino)-6-(cyclopropanecarboxamido)pyridazine-3-carboxamide C(#N)C1=NN(C=C1C=1C(=C(C=CC1)NC1=C(N=NC(=C1)NC(=O)C1CC1)C(=O)N)OC)[C@H]1COCC1